dimethyl (5-(chloromethyl)-2-methoxybenzyl)phosphonate ClCC=1C=CC(=C(CP(OC)(OC)=O)C1)OC